1,2-ethyleneglycol C(CO)O